tert-Butyl (S)-2-((3-(tert-butoxy)-3-oxopropoxy)methyl)pyrrolidine-1-carboxylate C(C)(C)(C)OC(CCOC[C@H]1N(CCC1)C(=O)OC(C)(C)C)=O